COC(C1=CC(=CC(=C1)CC1CC1)Br)=O 3-bromo-5-(cyclopropylmethyl)benzoic acid methyl ester